C(=C)N(C=O)CC1=CC=CC=C1 Vinyl-Benzyl-Formamide